N-(4-(1-(3-acrylamidobicyclo[1.1.1]pentan-1-yl)-1H-1,2,3-triazol-4-yl)-2-methoxyphenyl)-6-(1H-pyrazol-5-yl)picolinamide C(C=C)(=O)NC12CC(C1)(C2)N2N=NC(=C2)C2=CC(=C(C=C2)NC(C2=NC(=CC=C2)C2=CC=NN2)=O)OC